O=C1N(C=CC2=CC(=CC=C12)N1CC(C1)=O)C1C(NC(CC1)=O)=O 3-(1-oxo-6-(3-oxoazetidin-1-yl)isoquinolin-2(1H)-yl)piperidine-2,6-dione